(S)-N-(1-(5-(2-Methoxychinolin-3-yl)-1,3,4-oxadiazol-2-yl)-7-oxononyl)-2-(2-methyl-2-azaspiro[3.3]heptan-6-yl)acetamid COC1=NC2=CC=CC=C2C=C1C1=NN=C(O1)[C@H](CCCCCC(CC)=O)NC(CC1CC2(CN(C2)C)C1)=O